2,6-diphenyl-cyclohexyl-phenol C1(=CC=CC=C1)C1C(C(CCC1)C1=CC=CC=C1)C1=C(C=CC=C1)O